4-(2-(2-methoxy-8-(trifluoromethyl)-9H-pyrrolo[2,3-b:5,4-c']dipyridin-9-yl)ethyl)morpholine COC1=CC=C2C(=N1)N(C1=C(N=CC=C12)C(F)(F)F)CCN1CCOCC1